SC1C(CCC1)C(=O)O 2-sulfanylcyclopentane-1-carboxylic acid